CN1N=C(C2=CC=C(C=C12)C1CCN(CC1)CC1=CC=C(C=C1)S(=O)(=O)N1CCC(CC1)NC1=NC=C(C=N1)C(F)(F)F)N1C(NC(CC1)=O)=O 1-(1-methyl-6-(1-(4-((4-((5-(trifluoro-methyl)pyrimidin-2-yl)amino)piperidin-1-yl)sulfonyl)benzyl)piperidin-4-yl)-1H-indazol-3-yl)dihydropyrimidine-2,4(1H,3H)-dione